C(C1=CC=CC=C1)C1[C@H](C(OC1)=O)C=1C=C(C=C(C1)F)C(C)NC=1C(=NC(=CC1)Cl)C(=O)O 3-((1-(3-((S)-4-benzyl-2-oxooxaolidin-3-yl)-5-fluorophenyl)ethyl)amino)-6-chloropicolinic acid